C1(CC1)C1=C(C=C(C=C1)C(NC(=O)C1N(CC(C1)F)C(CN1N=NN=C1)=O)C1=CC=CC=C1)F N-[(4-cyclopropyl-3-fluorophenyl)(phenyl)methyl]-4-fluoro-1-[2-(1H-1,2,3,4-tetrazol-1-yl)acetyl]pyrrolidine-2-carboxamide